Cl.N1[C@@H](CCC1)C(=O)OC methyl (2s)-pyrrolidine-2-carboxylate, hydrochloride